4-((1s,3s)-3-((tert-butyldimethylsilyl)oxy)cyclobutyl)-5-chlorobenzo[d]thiazole [Si](C)(C)(C(C)(C)C)OC1CC(C1)C1=C(C=CC2=C1N=CS2)Cl